(6-Cyclopropylpyridin-3-yl)thiophene-2-carboxamide C1(CC1)C1=CC=C(C=N1)C1=C(SC=C1)C(=O)N